2-(((4-methyl-2-(trifluoromethyl)pyridin-3-yl)methyl)thio)-5,7-dihydrofuro[3,4-d]pyrimidin-4(3H)-one CC1=C(C(=NC=C1)C(F)(F)F)CSC=1NC(C2=C(N1)COC2)=O